methyl (((cis-3-(2-amino-6-oxo-1,6-dihydro-9H-purin-9-yl)cyclobutyl)methoxy)(naphthalen-1-yloxy) phosphoryl)-L-alaninate NC=1NC(C=2N=CN(C2N1)[C@H]1C[C@H](C1)COP(=O)(OC1=CC=CC2=CC=CC=C12)N[C@@H](C)C(=O)OC)=O